O1CCN(CC1)C1=CC=2N=CN=CC2C(=N1)OC1CCC(CC1)NC(=O)C=1NC=CC1 N-((1s,4s)-4-((7-morpholinopyrido[4,3-d]pyrimidin-5-yl)oxy)cyclohexyl)-1H-pyrrole-2-carboxamide